(1-(4-(2,4-dioxotetrahydropyrimidin-1(2H)-yl)phenyl)azetidin-3-yl)methyl-4-Methyl-benzene O=C1N(CCC(N1)=O)C1=CC=C(C=C1)N1CC(C1)CC1=CC=C(C=C1)C